(R)-N4-(4-([1,2,4]triazolo[4,3-c]pyrimidin-7-yloxy)-3-methyl-phenyl)-N6-(4-methyl-4,5-dihydrooxazol-2-yl)quinazolin-4,6-diamine N=1N=CN2C=NC(=CC21)OC2=C(C=C(C=C2)NC2=NC=NC1=CC=C(C=C21)NC=2OC[C@H](N2)C)C